C(CCC)N1C=CC=2C1=CN=C(C2)C2=NC=CC(=C2)C2=NOC(=N2)C(F)(F)F 3-(2-(1-butyl-1H-pyrrolo[2,3-c]pyridin-5-yl)pyridin-4-yl)-5-(trifluoromethyl)-1,2,4-oxadiazole